6-chloro-2-isopropylpyrimidin ClC1=CC=NC(=N1)C(C)C